(S)-N-((2-Bromobenzo[d]thiazol-5-yl)methyl)-N-(4,4-difluorocyclohexyl)-1-((R)-4-methylphenylsulfonimidoyl)pyrrolidine-2-carboxamide BrC=1SC2=C(N1)C=C(C=C2)CN(C(=O)[C@H]2N(CCC2)[S@](=O)(=N)C2=CC=C(C=C2)C)C2CCC(CC2)(F)F